2-(5-bromo-4-fluoro-2-nitrophenoxy)-N,N-dimethylethylamine BrC=1C(=CC(=C(OCCN(C)C)C1)[N+](=O)[O-])F